ClC1=NC=C(C(=C1)C1=C(C=NC(=C1)C)C(=O)NC=1SC2=C(N1)CN(C2)C(=O)C2=NN(C=C2)C(F)F)OC 2'-chloro-N-(5-(1-(difluoromethyl)-1H-pyrazole-3-carbonyl)-5,6-dihydro-4H-pyrrolo[3,4-d]thiazol-2-yl)-5'-methoxy-6-methyl-[4,4'-bipyridine]-3-carboxamide